CN1C(=C2CCCC(C2=C1C)=O)C(=O)OCC ethyl 2,3-dimethyl-4-oxo-4,5,6,7-tetrahydro-2H-isoindole-1-carboxylate